BrC1=C2C=NN(C2=CC(=C1C(O)C1=C(C=CC(=C1)F)Cl)F)C (4-bromo-6-fluoro-1-methylindazol-5-yl)(2-chloro-5-fluorophenyl)methanol